C(C=1C(O)=CC=CC1)=NC=1N=NNC1 salicylideneaminotriazole